3-(4-chloro-2-methyl-2H-indazol-5-yl)-6-{3,8-diaza-bicyclo[3.2.1]octan-8-yl}-5-methyl-1H,4H,5H-pyrazolo[3,4-d]pyrimidin-4-one ClC=1C2=CN(N=C2C=CC1C1=NNC=2N=C(N(C(C21)=O)C)N2C1CNCC2CC1)C